FC=1C=C(C=C(C1)F)[C@@H]1CC[C@H]2OC3(C(N21)=O)CCN(CC3)C(=O)C3=NOC(=C3)CC (5'S,7a'R)-5'-(3,5-difluorophenyl)-1-(5-ethyl-1,2-oxazole-3-carbonyl)tetrahydro-3'H-spiro[piperidine-4,2'-pyrrolo[2,1-b]-[1,3]oxazol]-3'-one